2-((4-ethyl-5-(4-methylbenzyl)thiazol-2-yl)amino)-2-oxoethyl methylsulfamate CNS(OCC(=O)NC=1SC(=C(N1)CC)CC1=CC=C(C=C1)C)(=O)=O